FC1=C(C(=CC=C1)OC)C1=NC=CC(=N1)C=1C=NN(C1)C1=CC=CC(=N1)C(=O)N1CC2CCC(C1)N2C 3-(6-{4-[2-(2-Fluoro-6-methoxyphenyl)pyrimidin-4-yl]-1H-pyrazol-1-yl}pyridine-2-carbonyl)-8-methyl-3,8-diazabicyclo[3.2.1]octane